FC=1C=C(C=C(C1)F)[C@@H]1CCC2=NN(C(N21)=O)[C@@H]2C[C@H](C2)OC=2C=NC(=CC2F)F (5S)-5-(3,5-difluorophenyl)-2-{trans-3-[(4,6-difluoropyridin-3-yl)oxy]cyclobutyl}-2,5,6,7-tetrahydro-3H-pyrrolo[2,1-c][1,2,4]triazol-3-one